2-chloro-6-(trifluoromethyl)pyridin-3-amine ClC1=NC(=CC=C1N)C(F)(F)F